CN1CCN(CC1)C1=NC=C(C=C1[N+](=O)[O-])C(F)(F)F methyl-4-(3-nitro-5-(trifluoromethyl)pyridin-2-yl)piperazine